N-(3-aminophenyl)sulfonyl-5-tert-butyl-2-[(2,4,6-trimethylphenyl)methyl]pyrazole-3-carboxamide NC=1C=C(C=CC1)S(=O)(=O)NC(=O)C=1N(N=C(C1)C(C)(C)C)CC1=C(C=C(C=C1C)C)C